C1(CCCCC1)C[C@@H](C(N[C@H](C=O)C[C@H]1C(NCC1)=O)=O)NC(OC(CC1=CC(=CC=C1)Cl)C1=CC(=CC=C1)Cl)=O 1,2-Bis(3-chlorophenyl)ethyl ((S)-3-cyclohexyl-1-oxo-1-(((S)-1-oxo-3-((S)-2-oxopyrrolidin-3-yl)propan-2-yl)amino)propan-2-yl)carbamate